C(CCC)O[Sn] (1-butoxy)tin